C1C(CC12CCC2)OC=2C=CC(=NC2)N 5-(spiro[3.3]heptan-2-yloxy)pyridin-2-amine